N-(3-methacryl-oxy-2-hydroxypropyl)-3-aminopropyltriethoxysilane C(=O)(C(=C)C)OCC(CNCCC[Si](OCC)(OCC)OCC)O